2-(Spiro[3.5]non-6-yl)-3-(trifluoromethyl)-4,10-dihydrobenzo[f]pyrazolo[5,1-c][1,4]oxazepine C1CCC12CC(CCC2)C2=NN1C(COC3=C(C1)C=CC=C3)=C2C(F)(F)F